ClC1=CC2=C(C=C3N2C(=NN(C3=O)CC(=O)NC3CC2(C3)CC(C2)O)C(C)C)S1 2-(2-chloro-5-isopropyl-8-oxothieno[2',3':4,5]pyrrolo[1,2-d][1,2,4]triazin-7(8H)-yl)-N-(6-hydroxyspiro[3.3]hept-2-yl)acetamide